COC(=O)C1(CCC1)OC 1-Methoxycyclobutane-1-carboxylic acid methyl ester